FC=1C=C(C(=O)OC)C=C(C1C=O)OC methyl 3-fluoro-4-formyl-5-methoxy-benzoate